6-(2-methoxyethoxy)-2-methyl-7-(piperidin-4-yloxy)quinazoline COCCOC=1C=C2C=NC(=NC2=CC1OC1CCNCC1)C